ONC(C1=NC=C(C=C1)NC=1OC(=CN1)C1=NC=C(C=C1)C(F)(F)F)=N N-hydroxy-5-((5-(5-(trifluoromethyl)pyridin-2-yl)oxazol-2-yl)amino)picolinimidamide